5'-(2-cyanophenyl)-1'-phenyl-2,3'-bipyridyl-6'(1'h)-one C(#N)C1=C(C=CC=C1)C1=CC(=CN(C1=O)C1=CC=CC=C1)C1=NC=CC=C1